C(C1CCCO1)OCC1(COC1)CC tetrahydrofurfuryl-(3-ethyl-3-oxetanylmethyl)ether